N1(C=NC=C1)C1=COC=2C1=NC=C(C2)C2=CC=C(C=C2)N2CCN(CC2)C 1-{4-[3-(1H-imidazol-1-yl)furo[3,2-b]pyridin-6-yl]phenyl}-4-methylpiperazine